C1N(CC12COCC2)S(=O)(=O)C=2C=CC(=C(C2)C2=CN=C1C(=NC=NN12)N)C 7-(5-((6-oxa-2-azaspiro[3.4]octan-2-yl)sulfonyl)-2-methylphenyl)imidazo[2,1-f][1,2,4]triazin-4-amine